COC1=NC2=CC=CC=C2C=C1C1=CN=C(N1)[C@H](CCCCCC(CC)=O)NC(=O)C1=NOC2(C1)CCN(CC2)C (S)-N-(1-(5-(2-Methoxychinolin-3-yl)-1H-imidazol-2-yl)-7-oxononyl)-8-methyl-1-oxa-2,8-diazaspiro[4.5]dec-2-en-3-carboxamid